CC(CC=C)CC(CC(C)C)C 4,6,8-trimethyl-1-nonene